CN1N(C(C2=NC(=CC=C21)N(C(C#CC)=O)C2=C(C=C(C(=C2)C)I)C)=O)C N-{1,2-dimethyl-3-oxopyrazolo[4,3-b]pyridin-5-yl}-N-(4-iodo-2,5-dimethylphenyl)but-2-ynamide